N1[C@H]2[C@@H](CCC1)CN(C2)C=2N=NC(=CN2)C2=C(C=C(C=C2)C=2C=NNC2)O 2-{3-[(4as,7as)-octahydro-6H-pyrrolo[3,4-b]pyridin-6-yl]-1,2,4-triazin-6-yl}-5-(1H-pyrazol-4-yl)phenol